COC(=O)C=1C=C(C2=C(N(N=N2)C/C(=C/CN)/F)C1)C1=CC(=CC=C1)S(=O)(=O)CC (Z)-1-(4-amino-2-fluorobut-2-en-1-yl)-4-(3-(ethylsulfonyl)phenyl)-1H-benzo[d][1,2,3]triazole-6-carboxylic acid methyl ester